N1C=NC2=C1C=CC(=C2)C(=O)O 1H-benzimidazole-5-carboxylic acid